8-(4-(methylsulfonyl)phenyl)-6-fluoro-3,4-dihydrobenzo[e][1,2,3]oxathiazine 2,2-dioxide CS(=O)(=O)C1=CC=C(C=C1)C1=CC(=CC=2CNS(OC21)(=O)=O)F